ClC=1C(=C(N)C=CC1)N1CCC(CC1)(F)F 3-chloro-2-(4,4-difluoropiperidin-1-yl)aniline